CC1(CNCCC1C1=CC=C(C=C1)O)C 4-(3,3-dimethylpiperidin-4-yl)phenol